N1=C(C=CC=C1)N1N=C2CCC(CC2=C1O)N1CCN(CC1)CC=1C=C2C=CC=NC2=CC1 2-pyridin-2-yl-5-(4-quinolin-6-ylmethyl-piperazin-1-yl)-4,5,6,7-tetrahydro-2H-indazol-3-ol